methyl (1R,4R)-4-(4-(((R)-1-(1,1-dioxo-2,3-dihydrobenzo[b]thiophen-4-yl)ethyl)amino)-7-methoxy-2-methylquinazolin-6-yl)cyclohexane-1-carboxylate O=S1(C2=C(CC1)C(=CC=C2)[C@@H](C)NC2=NC(=NC1=CC(=C(C=C21)C2CCC(CC2)C(=O)OC)OC)C)=O